4-(6-bromoquinolin-2-yl)-1-tosyl-1H-pyrrolo[2,3-c]pyridin-7(6H)-one BrC=1C=C2C=CC(=NC2=CC1)C=1C2=C(C(NC1)=O)N(C=C2)S(=O)(=O)C2=CC=C(C)C=C2